3-(8-Amino-6-(trifluoromethyl)imidazo[1,2-a]pyrazin-3-yl)-N-(3-(cyanomethyl)bicyclo[1.1.1]pentan-1-yl)-4-methylbenzenesulfonamide trifluoroacetate salt FC(C(=O)O)(F)F.NC=1C=2N(C=C(N1)C(F)(F)F)C(=CN2)C=2C=C(C=CC2C)S(=O)(=O)NC21CC(C2)(C1)CC#N